[2-(Cyclopropanecarbonylamino)-6-[2-[[(1S,2S)-2-hydroxycyclopentoxy]methyl]pyrimidin-5-yl]-1,3-benzothiazol-7-yl]trifluoromethanesulfonate C1(CC1)C(=O)NC=1SC2=C(N1)C=CC(=C2OS(=O)(=O)C(F)(F)F)C=2C=NC(=NC2)CO[C@@H]2[C@H](CCC2)O